Ethyl 2-[4-[3-[(4-cyano-2-fluoro-phenyl)methoxy]-4-fluoro-phenyl]-2-fluoro-phenyl]acetate C(#N)C1=CC(=C(C=C1)COC=1C=C(C=CC1F)C1=CC(=C(C=C1)CC(=O)OCC)F)F